4-[2-[[2-(5-fluoropyridin-3-yl)-8,8-dimethyl-7H-purino[8,9-b][1,3]oxazol-4-yl]amino]ethyl]phenol FC=1C=C(C=NC1)C=1N=C(C=2N=C3OCC(N3C2N1)(C)C)NCCC1=CC=C(C=C1)O